FC=1C=C(C=C(C1F)F)OC(=S)C1=C(C=C(C=C1F)C1=C(C=C(C=C1)C1=CC=C(C=C1)CCCCC)F)F 3,5,2'-trifluoro-4''-pentyl-[1,1':4',1'']terphenyl-4-thiocarboxylic acid 3,4,5-trifluorophenyl ester